thiamorpholinyl sulfone C1CSC(CN1)S(=O)(=O)C2CNCCS2